4-(chloromethyl)-5-(methoxy-d3)-7-methyl-1-tosyl-1H-indole ClCC1=C2C=CN(C2=C(C=C1OC([2H])([2H])[2H])C)S(=O)(=O)C1=CC=C(C)C=C1